C(C=C)[C@H]1N(CCC1)C1=CC(=C(C(=N1)C=1OC(=NN1)C(CCC=C)(C(F)(F)F)OCC1=CC=CC=C1)[N+](=O)[O-])OC 2-[6-[(2S)-2-Allylpyrrolidin-1-yl]-4-methoxy-3-nitro-2-pyridyl]-5-[1-benzyloxy-1-(trifluoromethyl)pent-4-enyl]-1,3,4-oxadiazole